ClC(=O)O[C@H](C(=O)OCC1=CC=CC=C1)CC1=CC=CC=C1 (S)-benzyl 2-((chlorocarbonyl) oxy)-3-phenylpropionate